6-cyclopropyl-2-methylquinazoline-4-thiol C1(CC1)C=1C=C2C(=NC(=NC2=CC1)C)S